(2S,4R,5S)-5-amino-2-(hydroxymethyl)-4-piperidinol N[C@@H]1[C@@H](C[C@H](NC1)CO)O